O[C@]1(COCC2=C1NC(C1=C2C=C(S1)C1=CC=NS1)=O)C(C)C |r| Racemic-4-hydroxy-4-isopropyl-8-(isothiazol-5-yl)-3,4-dihydro-1H-pyrano[4,3-b]thieno[3,2-d]pyridin-6(5H)-one